6-((exo-8-Azabicyclo[3.2.1]octan-3-yl)oxy)-N-(4-([1,2,4]triazolo[1,5-a]pyridin-7-yloxy)-3-methylphenyl)-7-methoxy-quinazolin-4-amine C12CC(CC(CC1)N2)OC=2C=C1C(=NC=NC1=CC2OC)NC2=CC(=C(C=C2)OC2=CC=1N(C=C2)N=CN1)C